isopropyl (R)-12'-hydroxy-11'-(methoxymethyl)-8'-oxo-1',2',8',13b'-tetrahydrospiro[cyclopropane-1,3'-pyrido[2,1-a]pyrrolo[1,2-c]phthalazine]-7'-carboxylate OC1=CC=2[C@@H]3N(N4C(C2C=C1COC)=CC(C(=C4)C(=O)OC(C)C)=O)C4(CC3)CC4